2-(1-(4-Bromobenzyl)-1H-imidazol-2-yl)propan-2-ol BrC1=CC=C(CN2C(=NC=C2)C(C)(C)O)C=C1